2-(4-((4-(3-(3,5-dimethyl-1-(3-methyl-[1,2,4]triazolo[4,3-b]pyridazin-6-yl)-1H-pyrazol-4-yl)propanoyl)piperazin-1-yl)methyl)phenyl)acetic acid CC1=NN(C(=C1CCC(=O)N1CCN(CC1)CC1=CC=C(C=C1)CC(=O)O)C)C=1C=CC=2N(N1)C(=NN2)C